N-(5-(2-hydroxypropan-2-yl)-4'-((3-methyl-5-(methylsulfonyl)phenyl)amino)-[2,3'-bipyridin]-6'-yl)acetamide OC(C)(C)C=1C=CC(=NC1)C=1C=NC(=CC1NC1=CC(=CC(=C1)S(=O)(=O)C)C)NC(C)=O